(2-iodoethyl)cyclopropane ICCC1CC1